1-(Allyloxy)-3,4-bis(benzyloxy)-2-methoxymethoxybenzene C(C=C)OC1=C(C(=C(C=C1)OCC1=CC=CC=C1)OCC1=CC=CC=C1)OCOC